OCCOC1=CC2=C(C=C1)C1=CC=C(C=C1C21C2=CC=CC=C2SC=2C=CC=CC12)OCCO 2,7-bis(2-hydroxyethoxy)spiro[fluorene-9,9'-thioxanthene]